BrC1=C(C=CC=C1I)I 2-bromo-1,3-diiodobenzene